C1[C@@H]2[C@H]([C@H]([C@@H](O2)N3C4=C(C(=O)NC(=N4)N)N=C3SCCCCCCN)O)OP(=O)(O1)O The molecule is a 3',5'-cyclic purine nucleotide that is 3',5'-cyclic GMP in which the hydrogen at position 2 on the purine fragment is replaced by a 6-aminohexylthio group. It is a 3',5'-cyclic purine nucleotide, a ribonucleotide, an aryl sulfide and a primary amino compound. It derives from a 3',5'-cyclic GMP.